(9H-fluoren-9-yl)methyl (2-hydroxyethyl)carbamate OCCNC(OCC1C2=CC=CC=C2C=2C=CC=CC12)=O